3,3-dimethyl-1-phenylpiperazine CC1(CN(CCN1)C1=CC=CC=C1)C